FC=1C=C(C=CC1F)Br (l)-3,4-difluorobromobenzene